1,1,3-tris[2-methyl-4-[3-(3,5-di-tert-butyl-4-hydroxyphenyl)propionyloxy]-5-tert-butylphenyl]butane CC1=C(C=C(C(=C1)OC(CCC1=CC(=C(C(=C1)C(C)(C)C)O)C(C)(C)C)=O)C(C)(C)C)C(CC(C)C1=C(C=C(C(=C1)C(C)(C)C)OC(CCC1=CC(=C(C(=C1)C(C)(C)C)O)C(C)(C)C)=O)C)C1=C(C=C(C(=C1)C(C)(C)C)OC(CCC1=CC(=C(C(=C1)C(C)(C)C)O)C(C)(C)C)=O)C